FC1=CC=C2C(=CNC2=C1)CC(=O)NC1C(CN(CC1)C)C(=O)OC methyl 4-(2-(6-fluoro-1H-indol-3-yl)acetamido)-1-methylpiperidine-3-carboxylate